2-(4-fluoro-2-methoxy-6-methyl-phenyl)-4,4,5,5-tetramethyl-1,3,2-dioxaborolane FC1=CC(=C(C(=C1)C)B1OC(C(O1)(C)C)(C)C)OC